(2,2-diphenylethyl)-5-methoxy-1-methyl-6-oxo-1,6-dihydropyrimidine-4-carboxylic acid methyl ester COC(=O)C=1N=C(N(C(C1OC)=O)C)CC(C1=CC=CC=C1)C1=CC=CC=C1